(1R,4aS,10aR)-N-(6-((4-fluorophenyl)amino)pyrimidin-4-yl)-7-isopropyl-1,4a-dimethyl-1,2,3,4,4a,9,10,10a-octahydrophenanthrene-1-carboxamide FC1=CC=C(C=C1)NC1=CC(=NC=N1)NC(=O)[C@@]1(CCC[C@@]2(C3=CC=C(C=C3CC[C@@H]12)C(C)C)C)C